N-Boc-guanidine C(=O)(OC(C)(C)C)NC(=N)N